FC(C1=C(SC=C1)CNCCC1(CCOC2(CCCC2)C1)C1=NC=CC=C1)(F)F ((3-trifluoromethylthiophene-2-yl)methyl)-[2-(9-(pyridin-2-yl)-6-oxaspiro[4.5]decan-9-yl)ethyl]amine